FC(C1=CC2=C(C=C1)C=1C=NC=3C=C(C=CC3C1CO2)O)(F)F 8-(trifluoromethyl)-5H-[1]benzopyrano[4,3-c]quinolin-2-ol